CNC1(CC=C(C(=O)OCC)C=C1)NC ethyl 4,4-dimethylaminobenzoate